C(C1=CC=CC=C1)C1=C(OC[C@@H](C)N2[C@H](CCCC2)C)C=CC=C1 (S)-1-((R)-(2-benzylphenoxy)propan-2-yl)-2-methylpiperidine